BrC1=C2C=NN(C2=CC(=C1C1CC1)F)C1OCCCC1 4-bromo-5-cyclopropyl-6-fluoro-1-(tetrahydro-2H-pyran-2-yl)-1H-indazole